O=C1NC(CCC1N1C(C2=CC(=C(C=C2C1=O)N1C2CN(C(C1)CC2)CC2CCN(CC2)CCOC2=CC=C(C=C2)C(=C(CC)C2=CC=CC=C2)C2=CC=CC=C2)F)=O)=O 2-(2,6-dioxopiperidin-3-yl)-5-(5-((1-(2-(4-(1,2-diphenylbut-1-en-1-yl)phenoxy)ethyl)piperidin-4-yl)methyl)-2,5-diazabicyclo[2.2.2]octan-2-yl)-6-fluoroisoindoline-1,3-dione